S(=O)(=O)(OCCCC#C)O pent-4-ynyl hydrogen sulphate